N-(6-methyl-2-(3-(piperidin-4-yl)indol-1-yl)pyrimidin-4-yl)-1H-indazol-5-amine CC1=CC(=NC(=N1)N1C=C(C2=CC=CC=C12)C1CCNCC1)NC=1C=C2C=NNC2=CC1